4-tert-butoxy-6-cyclopropyl-7-[6-fluoro-5-methyl-2-(triphenylmethyl)-2H-indazol-4-yl]-2-[(2S)-2-methoxypropoxy]-8-[(1S)-1-(naphthalen-1-yl)ethoxy]quinazoline C(C)(C)(C)OC1=NC(=NC2=C(C(=C(C=C12)C1CC1)C=1C2=CN(N=C2C=C(C1C)F)C(C1=CC=CC=C1)(C1=CC=CC=C1)C1=CC=CC=C1)O[C@@H](C)C1=CC=CC2=CC=CC=C12)OC[C@H](C)OC